(7S,8aS)-7-(3-([1,2,4]triazolo[1,5-a]pyridin-8-yl)propyl)-2-(5-methylpyrimidin-2-yl)hexahydropyrrolo[1,2-a]pyrazin-6(2H)-one N=1C=NN2C1C(=CC=C2)CCC[C@H]2C[C@@H]1N(CCN(C1)C1=NC=C(C=N1)C)C2=O